NC1=CC(=C2C(N(CCCCC[C@@](C3=NN=C(C1=N2)O3)(C(F)(F)F)O)CC3=C(C=CC(=C3)C3CCC3)F)=O)C(F)(F)F (6R)-17-amino-12-[(5-cyclobutyl-2-fluoro-phenyl)methyl]-6-hydroxy-6,15-bis(trifluoromethyl)-19-oxa-3,4,12,18-tetrazatricyclo[12.3.1.12,5]nonadeca-1(18),2,4,14,16-pentaen-13-one